1-butyl-1-methyl-pyrrolidinium chloride [Cl-].C(CCC)[N+]1(CCCC1)C